(5'S,7a'R)-1-(3-fluoropyrazolo[1,5-a]pyrimidin-7-yl)-5'-phenyltetrahydro-3'H-spiro[piperidine-4,2'-pyrrolo[2,1-b]oxazol]-3'-one FC=1C=NN2C1N=CC=C2N2CCC1(C(N3[C@H](O1)CC[C@H]3C3=CC=CC=C3)=O)CC2